CC1=NOC(=C1C1=CC=C2C(=N1)NN=C2C2=NC(=NC=C2C(F)(F)F)N[C@H]2C[C@H](CNC2)O)C (3R,5S)-5-[[4-[6-(3,5-dimethylisoxazol-4-yl)-1H-pyrazolo[3,4-b]pyridin-3-yl]-5-(trifluoromethyl)pyrimidin-2-yl]amino]piperidin-3-ol